C(C)NC1=NN=NC(=C1)NCC 4,6-bis(ethylamino)triazine